bi-phenanthroline N1=C(C=CC2=CC=C3C=CC=NC3=C12)C1=NC2=C3N=CC=CC3=CC=C2C=C1